C1(CC1)C=1C=C(C=2N(C1)C=C(N2)CN2N=NC(=C2)C(NCC2=C(C(=CC=C2N2N=NN=C2)OC)F)=O)CCC(=O)O 3-(6-cyclopropyl-2-((4-((2-fluoro-3-methoxy-6-(1H-tetrazol-1-yl)benzyl)carbamoyl)-1H-1,2,3-triazol-1-yl)methyl)imidazo[1,2-a]pyridin-8-yl)propanoic acid